3-ethyl-(tryptamine) C(C)C1(CCN)C=NC2=CC=CC=C12